THIENOPYRIDINE ACETATE C(C)(=O)O.S1C=CC2=C1C=CC=N2